N-((8-((methylamino)methyl)-1,2,3,5,6,7-hexahydro-s-indacen-4-yl)carbamoyl)-6,7-dihydro-5H-pyrazolo[5,1-b][1,3]oxazine-3-sulfonimidamide CNCC=1C=2CCCC2C(=C2CCCC12)NC(=O)NS(=O)(=N)C=1C=NN2C1OCCC2